(1,1-dimethylprop-2-ynyl)-4-[[2-(5-fluoro-3,3-dimethyl-2-oxo-benzofuran-6-yl)acetyl]amino]pyridine-2-carboxamide CC(C#C)(C)C=1C(=NC=CC1NC(CC1=CC2=C(C(C(O2)=O)(C)C)C=C1F)=O)C(=O)N